CN(CCN(C1=NC(=C(C=C1[N+](=O)[O-])N)OCC(F)(F)F)C)C N2-(2-(Dimethylamino)ethyl)-N2-methyl-3-nitro-6-(2,2,2-trifluoroethoxy)pyridine-2,5-diamine